({(2R,4S)-2-[2-chloro-4-(4-chlorophenoxy)phenyl]-4-methyl-1,3-dioxolan-2-yl}methyl)-1H-1,2,4-triazole ClC1=C(C=CC(=C1)OC1=CC=C(C=C1)Cl)[C@]1(OC[C@@H](O1)C)CN1N=CN=C1